5-chloro-7-methoxy-2,3-dihydro-1H-inden-1-one ClC=1C=C2CCC(C2=C(C1)OC)=O